C(CC)(=O)NC1=CC(=C(C(=O)NCCN(C(C)C)C(C)C)C=C1)OCC 4-Propionylamino-N-(2-diisopropylamino-ethyl)-2-ethoxy-benzamide